3-[tert-butyl(dimethyl)silyl]oxybicyclo[1.1.1]pentane-1-carbaldehyde [Si](C)(C)(C(C)(C)C)OC12CC(C1)(C2)C=O